C(#N)C=1C(=C2CCN(C(C2=CC1)=O)[C@@H](CC1=CC=CC=C1)C=1NC(=CN1)C1=CC=C(C=C1)NC(OC)=O)C1CC1 (S)-methyl (4-(2-(1-(6-cyano-5-cyclopropyl-1-oxo-3,4-dihydroisoquinolin-2(1H)-yl)-2-phenylethyl)-1H-imidazol-5-yl)phenyl)carbamate